methyl (1S,4R)-4-[[[(5S)-3-(3,5-difluorophenyl)-5-vinyl-4H-1,2-oxazol-5-yl]carbonyl]amino]cyclopent-2-en-1-carboxylate FC=1C=C(C=C(C1)F)C1=NO[C@@](C1)(C=C)C(=O)N[C@H]1C=C[C@H](C1)C(=O)OC